O=C1NC(CCC1N1C(C2=CC=CC(=C2C1=O)NCCCCC(=O)OC(C)(C)C)=O)=O tert-butyl 5-[[2-(2,6-dioxo-3-piperidyl)-1,3-dioxo-isoindolin-4-yl]amino]pentanoate